O=C1NC(CCC1N1C(C2=CC=C(C=C2C1)O[C@@H]1[C@@H](CCC1)N1CCC(CC1)(C#N)C(F)(F)F)=O)=O 1-((1r,2s)-2-((2-(2,6-dioxopiperidin-3-yl)-1-oxoisoindolin-5-yl)oxy)cyclopentyl)-4-(trifluoromethyl)piperidine-4-carbonitrile